3-[2,3-dichloro-6-(prop-2-en-1-yloxy)phenyl]-4-oxobutanoic acid ethyl ester C(C)OC(CC(C=O)C1=C(C(=CC=C1OCC=C)Cl)Cl)=O